(3R)-3-AMINO-3-(6-FORMYL-3-METHOXY(2-PYRIDYL))PROPANENITRILE N[C@H](CC#N)C1=NC(=CC=C1OC)C=O